O=C1NC(=CC=C1C(=O)NC(C1=CC=C2CCNCC2=C1)C1=CC=CC=C1)C(F)(F)F 2-oxo-N-(phenyl(1,2,3,4-tetrahydroisoquinolin-7-yl)methyl)-6-(trifluoromethyl)-1,2-dihydropyridine-3-carboxamide